C(CCCCCCCCCCCCCCCCC)CN([O-])C.C(CCCCCCC\C=C/CCCCCCCC)[N+](C)(C)[O-] oleyl-dimethyl-amine oxide (octadecyl-dimethyl-aminoxide)